naphthalenyl-methylcyclopentadienyl-platinum C1(=CC=CC2=CC=CC=C12)[Pt](C1C=CC=C1)C